ethylene glycol dicaproate C(CCCCC)(=O)OCCOC(CCCCC)=O